[C@@H]1([C@@H](C1)C(=O)O)C(=O)O (trans)-cyclopropane-1,2-dicarboxylic acid